7-(4-((3-chloro-2-fluorophenyl)amino)-7-methoxyquinazolin-6-yl)-5-oxa-2,7-diazaspiro[3.4]octane-6-one ClC=1C(=C(C=CC1)NC1=NC=NC2=CC(=C(C=C12)N1C(OC2(CNC2)C1)=O)OC)F